(1R,2S)-(-)-2-AMINO-CYCLOHEXANECARBOXYLIC ACID N[C@@H]1[C@@H](CCCC1)C(=O)O